ethyl-2-(fluoromethylene)-5-oxotetrahydro-1H-pyrrolizine C(C)C1C(CN2C(CCC12)=O)=CF